CC(CC(=O)OCC1=CC=CC=C1)CC(=O)OC1COC(OC1)C1=CC=CC=C1 O1-benzyl O5-(2-phenyl-1,3-dioxan-5-yl) 3-methylpentanedioate